2-(2-Bromo-4-fluoro-phenyl)ethoxy-tert-butyl-dimethyl-silane BrC1=C(C=CC(=C1)F)CCO[Si](C)(C)C(C)(C)C